C(#N)C1CC(CCC1)C(=O)OC methyl 3-cyanocyclohexane-1-carboxylate